N[C@H]1[C@@H](CCC1)C1=C(C2=NC(=CC(=C2S1)NCC=1SC=CC1)Cl)Br 2-((1R,2R)-2-aminocyclopentyl)-3-bromo-5-chloro-N-(thiophen-2-ylmethyl)thieno[3,2-b]pyridin-7-amine